3-(2-((2-fluoro-4-(N-isopropylsulfamoyl)phenyl)amino) pyrimidin-5-yl)cyclobutyl (1-methylcyclopropyl)carbamate CC1(CC1)NC(OC1CC(C1)C=1C=NC(=NC1)NC1=C(C=C(C=C1)S(NC(C)C)(=O)=O)F)=O